diisopropylether diphosphite OP(O)OP(O)O.C(C)(C)OC(C)C